[(3R,4R)-1-[4-({8-[(2R,3S)-3-(methanesulfonylmeth-yl)-2-methylazetidin-1-yl]-5-(propan-2-yl)isoquinolin-3-yl}amino)pyrimidin-2-yl]-4-methoxypiperidin-3-yl]methanol CS(=O)(=O)C[C@@H]1[C@H](N(C1)C=1C=CC(=C2C=C(N=CC12)NC1=NC(=NC=C1)N1C[C@@H]([C@@H](CC1)OC)CO)C(C)C)C